ClC=1C(N(N=CC1Cl)[C@@H]1CC[C@H](CC1)NC1=CC=C(C=C1)OC([2H])([2H])[2H])=O trans-4,5-dichloro-2-[4-[4-(trideuteriomethoxy)anilino]cyclohexyl]pyridazin-3-one